ethyl 4-[2-(3-hydroxyoxetan-3-yl)ethynyl]-2,6-dimethyl-7-oxo-1H-pyrrolo[2,3-c]pyridine-3-carboxylate OC1(COC1)C#CC=1C2=C(C(N(C1)C)=O)NC(=C2C(=O)OCC)C